(cyclopropanecarboxamide) nicotinate C(C1=CN=CC=C1)(=O)O.C1(CC1)C(=O)N